6-(2,6-dichloro-3,5-dimethoxyphenyl)-4,5,6,7-tetrahydro-1H-indazole-3-carboxylic acid ClC1=C(C(=C(C=C1OC)OC)Cl)C1CCC=2C(=NNC2C1)C(=O)O